C(C)(C)(C)OC(N[C@H](C(=O)N1CC2=CC(=CC=C2C[C@H]1C(N[C@@H]1CCCC2=CC=CC=C12)=O)O)C(C)(C)C)=O ((S)-1-((S)-7-hydroxy-3-(((R)-1,2,3,4-tetrahydronaphthalen-1-yl)carbamoyl)-3,4-diHydroisoquinolin-2(1H)-yl)-3,3-dimethyl-1-oxobutan-2-yl)carbamic acid tert-butyl ester